2-(4-iodo-1H-imidazol-1-yl)ethan-1-ol IC=1N=CN(C1)CCO